(R)-N-(3-(1-((2-Amino-5-chloropyridin-3-yl)oxy)ethyl)phenyl)-1-methyl-1H-indol-6-carboxamid NC1=NC=C(C=C1O[C@H](C)C=1C=C(C=CC1)NC(=O)C1=CC=C2C=CN(C2=C1)C)Cl